Cl.NC(C(=O)O)(CC1=CC(=C(C=C1)OC)OC)C L-2-amino-3-(3,4-dimethoxyphenyl)-2-methylpropanoic acid hydrochloride